Cl.N[C@@H]1[C@@H](OCC12CCN(CC2)C=2N=C(C(=NC2CO)SC2=C(C=1N(C=C2)C=C(N1)C1=CC=C(C(=O)O)C=C1)Cl)C)C 4-(7-((5-((3S,4S)-4-amino-3-methyl-2-oxa-8-azaspiro[4.5]decan-8-yl)-6-(hydroxymethyl)-3-methylpyrazin-2-yl)thio)-8-chloroimidazo[1,2-a]pyridin-2-yl)benzoic acid hydrochloride